C[Si](C)(C)OP(=O)(O[Si](C)(C)C)[O-].[Li+].ClC1=CC=C(C2=C1C=C(O2)F)CO (4-chloro-2-fluorobenzofuran-7-yl)methanol Lithium Bis(Trimethylsilyl)Phosphate